FC1=C2C(=CN=C1N1CCN(CC1)C1CCOCC1)NC(=C2C(C)C)C=2C(=C(C=1N(C2)N=CN1)C)C 6-(4-fluoro-3-isopropyl-5-(4-(tetrahydro-2H-pyran-4-yl)piperazin-1-yl)-1H-pyrrolo[2,3-c]pyridin-2-yl)-7,8-dimethyl-[1,2,4]triazolo[1,5-a]pyridine